c-alpha-ethyl-alanine C(C)[C@](N)(C)C(=O)O